2-{[5-(3-Chloro-phenyl)-3-hydroxy-pyridine-2-carbonyl]-amino}-2-methyl-propionic acid methyl ester COC(C(C)(C)NC(=O)C1=NC=C(C=C1O)C1=CC(=CC=C1)Cl)=O